ClC1=C(C=CC(=C1)CNC[C@@H](C)O)N1N=CC(=C1)C1=NC(=NC=C1C#N)NC1CCN(CC1)S(=O)(=O)C (R)-4-(1-(2-Chloro-4-(((2-hydroxypropyl)amino)methyl)phenyl)-1H-pyrazol-4-yl)-2-((1-(methylsulfonyl)piperidin-4-yl)amino)pyrimidine-5-carbonitrile